N1C=CC2=CC=C(C=C12)C=1N=NC(=C2C1N(N=C2)C)N 7-(1H-indol-6-yl)-1-methyl-pyrazolo[3,4-d]pyridazin-4-amine